C(C1=CC=CC=C1)[C@@H]1N(C(OC1)=O)C(C[C@H]1C(C1)(F)F)=O (S)-4-benzyl-3-(2-((R,S)-2,2-difluorocyclopropyl)acetyl)oxazolidin-2-one